NC(C(CCC(=O)OC(C)(C)C)N1C(C2=CC=C(C=C2C1)C=O)=O)=O tert-butyl 5-amino-4-(5-formyl-1-oxoisoindolin-2-yl)-5-oxopentanoate